4-(8-(3-(8-fluoro-5-methyl-1-oxo-1,2-dihydroisoquinolin-3-yl)propanoyl)-3,8-diazabicyclo[3.2.1]octan-3-yl)benzonitrile FC=1C=CC(=C2C=C(NC(C12)=O)CCC(=O)N1C2CN(CC1CC2)C2=CC=C(C#N)C=C2)C